ClC=1C=NN(C(C1)=O)[C@H](C(=O)NC1=CC(=C(C=C1)C)S(NC1(CC1)CC1=NC=CC=C1)(=O)=O)C (2S)-2-(4-chloro-6-oxo-pyridazin-1-yl)-N-[4-methyl-3-[[1-(2-pyridylmethyl)cyclopropyl]sulfamoyl]phenyl]propanamide